F[C@]1(CN(CC[C@H]1O)C1=NC=CC(=N1)NC=1C=C2C(=CN=C(C2=CN1)N1[C@@H](CC1)C)[C@@H](C(=O)N(C)C)C)C (S)-2-(6-((2-((3S,4R)-3-fluoro-4-hydroxy-3-methylpiperidin-1-yl)pyrimidin-4-yl)amino)-1-((R)-2-methylazetidin-1-yl)-2,7-naphthyridin-4-yl)-N,N-dimethylpropanamide